tert-butyl(5-(2-(difluoromethoxy) benzamido)-5-(5-thioxo-5,6-dihydro-[1,2,4]triazolo[1,5-c]quinazolin-2-yl) pentyl) carbamate C(N)(OCCCCC(C1=NN2C(NC=3C=CC=CC3C2=N1)=S)(NC(C1=C(C=CC=C1)OC(F)F)=O)C(C)(C)C)=O